(S)-6-bromo-2-(2-((tert-butyldimethylsilyl)oxy)-1-(3-chlorophenyl)ethyl)-1H-pyrrolo[1,2-c]imidazole-3(2H)-one BrC=1C=C2N(C(N(C2)[C@H](CO[Si](C)(C)C(C)(C)C)C2=CC(=CC=C2)Cl)=O)C1